8-bromo-7-fluoro-1,4,4,9-tetramethyl-4,5-dihydro-[1,2,4]triazolo[4,3-a]quinoxaline BrC1=C(C=C2NC(C=3N(C2=C1C)C(=NN3)C)(C)C)F